3-((-)-menthoxy)Propane-1,2-diol C1(CC(C(CC1)C(C)C)OCC(CO)O)C